(3S,4R)-4-((7-(3,3-dimethylcyclopentyl)-5-fluoropyrrolo[2,1-f][1,2,4]triazin-2-yl)amino)tetrahydro-2H-pyran-3-ol CC1(CC(CC1)C1=CC(=C2C=NC(=NN21)N[C@H]2[C@@H](COCC2)O)F)C